(E)-1-(4-(tert-butyl)phenyl)-3-(trimethylsilyl)prop-2-en-1-one C(C)(C)(C)C1=CC=C(C=C1)C(\C=C\[Si](C)(C)C)=O